FC1=CC=C2CCC(C2=C1)=NO N-[6-fluoro-2,3-dihydroinden-1-ylidene]hydroxylamine